tert-butyl (S)-(2-(4-((5-((2-bromo-6-chlorophenyl)carbamoyl)-4-ethoxypyrimidin-2-yl)amino)-1H-pyrazol-1-yl)propyl)(methyl)carbamate BrC1=C(C(=CC=C1)Cl)NC(=O)C=1C(=NC(=NC1)NC=1C=NN(C1)[C@H](CN(C(OC(C)(C)C)=O)C)C)OCC